3-oxo-3-(p-tolyl)propionitrile O=C(CC#N)C1=CC=C(C=C1)C